O=C1N(C2=C(N1CC(=O)O)C=CC=C2)C2CCN(CC2)C2=NOC1=C2C(=CC=C1)C(F)(F)F 2-(2-oxo-3-(1-(4-(trifluoromethyl)benzo[d]isoxazol-3-yl)piperidin-4-yl)-2,3-dihydro-1H-benzo[d]imidazol-1-yl)acetic acid